C1(CCC1)C(=O)N1[C@H]([C@H](CC1)NS(=O)(=O)CC)CC=1C(=C(C=C(C1)F)C1=CC(=CC=C1)F)F N-((2S,3S)-1-(cyclobutylcarbonyl)-2-((2,3',5-trifluorobiphenyl-3-yl)methyl)pyrrolidin-3-yl)ethanesulfonamide